NC[C@H]1N2C[C@@H]([C@H](C1)CC2)CC (2S,4S,5R)-2-aminomethyl-5-ethylquinuclidine